COC1=C(C(NC(=N1)C1=NC=C(C=C1)C)=O)C(F)(F)F 6-methoxy-2-(5-methyl-2-pyridyl)-5-(trifluoromethyl)-4(3H)-pyrimidinone